2-(3-(3-chloro-4-methylphenoxy)-5-(4,4,5,5-tetramethyl-1,3,2-dioxaborolan-2-yl)phenyl)propan-2-ol ClC=1C=C(OC=2C=C(C=C(C2)B2OC(C(O2)(C)C)(C)C)C(C)(C)O)C=CC1C